C(=O)O.N[C@H]1CN(CC1)C([C@@H](C)NC(C1=C(C=C(C=C1)NC=1C=2N(C=CN1)C(=CN2)C=2C(=NNC2)C(F)(F)F)Cl)=O)=O N-[(2R)-1-[(3R)-3-aminopyrrolidin-1-yl]-1-oxopropan-2-yl]-2-chloro-4-[[3-[3-(trifluoromethyl)-1H-pyrazol-4-yl]imidazo[1,2-a]pyrazin-8-yl]amino]benzamide formate